CN1N=C2C(=CC(=CC2=C1)N=C(C1=CC=CC=C1)C1=CC=CC=C1)C N-(2,7-dimethyl-2H-indazol-5-yl)-1,1-diphenylmethanimine